ethyl 1-(1-(2,4-dimethylphenyl) ethyl)-1H-imidazole-4-carboxylate CC1=C(C=CC(=C1)C)C(C)N1C=NC(=C1)C(=O)OCC